COC1=C(NCC#CC=2N=C3N(C=CC=C3[C@@H]3NC=4N(CCC3)C=NC4)C2CC(F)(F)F)C=CC(=C1)S(=O)(=O)C (R)-2-methoxy-4-(methylsulfonyl)-N-(3-(8-(2,3,4,5-tetrahydro-1H-imidazo[1,5-a][1,3]diazepin-2-yl)-3-(2,2,2-trifluoroethyl)imidazo[1,2-a]pyridin-2-yl)prop-2-yn-1-yl)aniline